rel-4-((2,5-dimethyl-4,5-dihydro-2H-pyrazolo[4,3-c]quinolin-6-yl)amino)-6-((1R,2S)-2-fluorocyclopropane-1-carboxamido)-N-(methyl-d3)nicotinamide CN1N=C2C(CN(C=3C(=CC=CC23)NC2=CC(=NC=C2C(=O)NC([2H])([2H])[2H])NC(=O)[C@@H]2[C@H](C2)F)C)=C1 |o1:30,31|